[Se].[B] boron-selenium